sodium 2,3,4,5-tetrafluorobenzoate FC1=C(C(=O)[O-])C=C(C(=C1F)F)F.[Na+]